2-(4-(6-((4-cyano-2-fluorobenzyl)oxy)pyridin-2-yl)piperidin-1-yl)propionic acid Ethyl ester C(C)OC(C(C)N1CCC(CC1)C1=NC(=CC=C1)OCC1=C(C=C(C=C1)C#N)F)=O